[Si](C)(C)(C(C)(C)C)O[C@H]1[C@@H](CC[C@H](C1)S(=O)(=N)C)NC(OC(C)(C)C)=O tert-butyl ((1R,2R,4R)-2-((tert-butyldimethylsilyl)oxy)-4-(S-methylsulfonimidoyl) cyclohexyl)carbamate